FC(C1=C(C=CC=C1)C1CCN(CC1)C(=O)C1=C(C(=O)O)C=CC=C1)(F)F 2-(4-(2-(trifluoromethyl)phenyl)piperidine-1-carbonyl)benzoic acid